C1(CC1)C=1C=C(C=2N(C1)C=C(N2)CN2N=NC(=C2)C(=O)NCC2=C(C(=CC=C2N2N=NN=C2)OC)F)COCC=O 1-((6-cyclopropyl-8-((2-oxoethoxy)methyl)imidazo[1,2-a]pyridin-2-yl)methyl)-N-(2-fluoro-3-methoxy-6-(1H-tetrazol-1-yl)benzyl)-1H-1,2,3-triazole-4-carboxamide